2,2-dimethyl-3-(N-benzylisopropylamino)propanal (R)-methyl-1-(3-((tert-butoxycarbonyl)amino)-3-(4-(5-fluoro-6-hydroxypyridin-3-yl)phenyl)propyl)piperidine-4-carboxylate COC(=O)C1CCN(CC1)CC[C@H](C1=CC=C(C=C1)C=1C=NC(=C(C1)F)O)NC(=O)OC(C)(C)C.CC(C=O)(CN(CC1=CC=CC=C1)C(C)C)C